(S)-(3-{5-[(R)-(1,3-dimethyl-azetidin-3-yl)-hydroxy-(4-isopropyl-phenyl)-methyl]-pyridin-3-yl}-[1,2,4]Oxadiazol-5-yl)-1,4-dimethyl-pyrrolidin-2-one CN1CC(C1)(C)[C@@](C=1C=C(C=NC1)C1=NOC(=N1)[C@H]1C(N(CC1C)C)=O)(C1=CC=C(C=C1)C(C)C)O